3-(3-fluoro-4-methoxyphenyl)-3-(1-methyl-4-(4-(5,6,7,8-tetrahydro-1,8-naphthyridin-2-yl)butyl)-1H-imidazol-2-yl)propionic acid FC=1C=C(C=CC1OC)C(CC(=O)O)C=1N(C=C(N1)CCCCC1=NC=2NCCCC2C=C1)C